(1S,2S)-2-(benzyloxy)cyclopentyl-6-((4-((4-methylpiperazin-1-yl)methyl)phenyl)amino)nicotinamide C(C1=CC=CC=C1)O[C@@H]1[C@@H](CCC1)C1=C(C(=O)N)C=CC(=N1)NC1=CC=C(C=C1)CN1CCN(CC1)C